e-(γ-glutamyl)-lysine N[C@@H](CCC(=O)N[C@@H](CCCCN)C(=O)O)C(=O)O